BrC=1C2=CN(N=C2C(=CC1)C(=O)NC1=CC2=CN(N=C2C=C1OC)C)C 4-bromo-N-(6-methoxy-2-methyl-2H-indazol-5-yl)-2-methyl-2H-indazole-7-carboxamide